ClC1=C(C=CC=C1)[C@@H](C(=O)OC)N1CC2=C(CC1)SC(=C2)OC(\C=C\CC)=O methyl (S,E)-2-(2-chlorophenyl)-2-(2-(2-pentenoyl-oxy)-6,7-dihydrothieno[3,2-c]pyridin-5(4H)-yl)-acetate